5-(5-isoxazolecarbonyl)amino-3-(1-methylpiperidin-4-yl)pyrrolo[3,2-b]pyridine O1N=CC=C1C(=O)NC1=CC=C2C(=N1)C(=CN2)C2CCN(CC2)C